CC(C)(C)OC(=O)N1C(=NC2=C1C=CC=C2)N 1,1-dimethylethyl-2-aminobenzimidazole-1-carboxylate